C(C)(C)(C)OC(=O)N1[C@@H]2C=C(C[C@H]1CC2)O[Si](C)(C)C |r| (±)-(1S,5R)-3-((trimethylsilyl)oxy)-8-azabicyclo[3.2.1]Oct-2-ene-8-carboxylic acid tert-butyl ester